(Z)-4-((5-fluoro-2-methyl-3-(2-(((1-methyl-1H-pyrrol-2-yl)methyl)amino)-2-oxoethyl)-1H-inden-1-ylidene)methyl)-2,6-dimethoxyphenyl 4-methylpiperazine-1-carboxylate CN1CCN(CC1)C(=O)OC1=C(C=C(C=C1OC)\C=C/1\C(=C(C2=CC(=CC=C12)F)CC(=O)NCC=1N(C=CC1)C)C)OC